tert-butyl N-[2-[3-(methylsulfamoyl)phenyl]thiazol-4-yl]carbamate CNS(=O)(=O)C=1C=C(C=CC1)C=1SC=C(N1)NC(OC(C)(C)C)=O